8-chloro-N-(6-(4-(1,1-difluoroethyl)phenyl)pyridin-2-yl)-N-methyl-[1,2,4]triazolo[4,3-a]quinazolin-5-amine ClC1=CC=C2C(=NC=3N(C2=C1)C=NN3)N(C)C3=NC(=CC=C3)C3=CC=C(C=C3)C(C)(F)F